N-(3-(4-aminophenyl)-1-methyl-1H-pyrazol-5-yl)-3-(prop-2-yn-1-yloxy)benzamide NC1=CC=C(C=C1)C1=NN(C(=C1)NC(C1=CC(=CC=C1)OCC#C)=O)C